CN(C)CC1=CC=CC2=C1N=C(O2)NC2=NC1=C(N2C)C=CC(=C1)F 4-((dimethylamino)methyl)-N-(5-fluoro-1-methyl-1H-benzo[d]imidazol-2-yl)benzo[d]oxazol-2-amine